tert-butyl 2-(5-chloro-2-(trifluoromethyl) benzyl)-2,8-diazaspiro[4.5]decane-8-carboxylate ClC=1C=CC(=C(CN2CC3(CC2)CCN(CC3)C(=O)OC(C)(C)C)C1)C(F)(F)F